C(C)(=O)N1CCC2(CC1)OC1=CC=C(C=C1CC2)C=2C=C(C(=NC2F)N)C=2C=C1CCNC(C1=CC2)=O 6-(5-(1'-acetylspiro[chromane-2,4'-piperidin]-6-yl)-2-amino-6-fluoropyridin-3-yl)-3,4-dihydroisoquinolin-1(2H)-one